ClC=1C=C2CC(N(C2=CC1C(=O)OC)C(=O)[O-])=O 6-methyl 5-chloro-2-oxoindoline-1,6-dicarboxylate